B(ON1N=C(C=C1C)C)([O-])[O-] (3,5-dimethyl-1-pyrazolyl) borate